2-(3-Fluoro-4-(methylsulfonyl)phenyl)-6-(1-(8-isopropyl-8-azabicyclo[3.2.1]octan-3-yl)piperidin-4-yl)-1,4-dimethyl-1H-benzo[d]imidazol FC=1C=C(C=CC1S(=O)(=O)C)C1=NC2=C(N1C)C=C(C=C2C)C2CCN(CC2)C2CC1CCC(C2)N1C(C)C